2-(tert-Butyl) 3-ethyl (1R,3S,5R)-5-(((2,2-dimethylhex-5-en-1-yl)amino)methyl)-2-azabicyclo[3.1.0]hexane-2,3-dicarboxylate CC(CNC[C@]12C[C@H](N([C@@H]2C1)C(=O)OC(C)(C)C)C(=O)OCC)(CCC=C)C